N-(2-fluoro-4-methyl-5-(2-(methylamino)-8,9-dihydroimidazo[1',2':1,6]pyrido[2,3-d]pyrimidin-6-yl)phenyl)-4-(trifluoromethyl)pyridineamide FC1=C(C=C(C(=C1)C)C1=CC2=C(N=C(N=C2)NC)N2C1=NCC2)NC(=O)C2=NC=CC(=C2)C(F)(F)F